CN1N=C(C(=C1)C#N)N 1-methyl-3-amino-4-cyanopyrazole